C[C@H]1O[C@H](CN(C1)C1=NC=CC(=N1)NC1=CC(=NO1)C1=C(C=C(C=C1)OC)F)C N-(2-((2R,6S)-2,6-dimethylmorpholino)pyrimidin-4-yl)-3-(2-fluoro-4-methoxyphenyl)isoxazol-5-amine